(Z)-N-hydroxy-2-(trifluoromethoxy)aminobenzylidene chloride ON(C1=C(C(Cl)Cl)C=CC=C1)OC(F)(F)F